ClC1=CC=C2C(NC(N(C2=C1)C1=CC(=CC=C1)F)=O)=O 7-chloro-1-(3-fluorophenyl)quinazoline-2,4(1H,3H)-dione